1-(2-(2,6-dioxopiperidin-3-yl)-1-oxoisoindolin-5-yl)azetidine-3-carbaldehyde O=C1NC(CCC1N1C(C2=CC=C(C=C2C1)N1CC(C1)C=O)=O)=O